2-[6-(5-{[(2S)-1-(1H-tetrazol-1-yl)propan-2-yl]oxy}pyridin-3-yl)imidazo[1,2-b]pyridazin-3-yl]benzonitrile N1(N=NN=C1)C[C@H](C)OC=1C=C(C=NC1)C=1C=CC=2N(N1)C(=CN2)C2=C(C#N)C=CC=C2